3-(1-bromo-8-methylimidazo[1,5-a]pyridin-3-yl)-N-(2-fluorophenyl)piperidine-1-carboxamide BrC=1N=C(N2C1C(=CC=C2)C)C2CN(CCC2)C(=O)NC2=C(C=CC=C2)F